(dimethylphenyl)silicon CC=1C(=C(C=CC1)[Si])C